Methyl 2-methylbenzo[d]oxazole-6-carboxylate CC=1OC2=C(N1)C=CC(=C2)C(=O)OC